O1N=C(C=C1)C1(OCCO1)CCCCC[C@@H](C1=NOC(=C1)C=1C=C2C=CC(=NC2=CC1OC)C)NC(OC(C)(C)C)=O tert-butyl (S)-(6-(2-(isoxazol-3-yl)-1,3-dioxolan-2-yl)-1-(5-(7-methoxy-2-methylquinolin-6-yl)isoxazol-3-yl)hexyl)carbamate